disodium ferrocene [CH-]1C=CC=C1.[CH-]1C=CC=C1.[Fe+2].[Na].[Na]